N,1,2-trimethyl-N-phenyl-1H-pyrrole-3-carboxamide CN(C(=O)C1=C(N(C=C1)C)C)C1=CC=CC=C1